[C@H]1([C@H](O)[C@@H](O)[C@H](O)[C@H](O1)CO)O[C@@H]1[C@H](O)[C@@H](O)[C@H](O)[C@H](O1)CO α-D-glucosyl-(1→1)-α-D-glucose